2-(hydroxy(2-phenylquinolin-7-yl)methylene)malononitrile OC(=C(C#N)C#N)C1=CC=C2C=CC(=NC2=C1)C1=CC=CC=C1